5-(2-fluoro-6-hydroxy-3-(1-(tetrahydro-2H-pyran-3-yl)-1H-pyrazol-4-yl)phenyl)-1,2,5-thiadiazolidin-3-one 1,1-dioxide FC1=C(C(=CC=C1C=1C=NN(C1)C1COCCC1)O)N1CC(NS1(=O)=O)=O